C1(CC1)NS(=O)(=O)N[C@@H]1CC[C@H](OC1)CN1CCC2(CN(C2)C2=NC=NC=C2OC2=C(C(=O)N(C(C)C)CC(F)F)C=C(C=C2)F)CC1 ((4-(7-(((2S,5R)-5-((N-Cyclopropylsulfamoyl)amino)tetrahydro-2H-pyran-2-yl)methyl)-2,7-diazaspiro[3.5]nonan-2-yl)pyrimidin-5-yl)oxy)-N-(2,2-difluoroethyl)-5-fluoro-N-isopropylbenzamide